(S)-2-(tert-butyl-diphenyl-silanyloxy)-propionic acid (S)-1-((S)-1-benzyloxycarbonyl-ethoxycarbonyl)-ethyl ester C(C1=CC=CC=C1)OC(=O)[C@H](C)OC(=O)[C@H](C)OC([C@H](C)O[Si](C1=CC=CC=C1)(C1=CC=CC=C1)C(C)(C)C)=O